C(C=C)(=O)NC(CS(=O)(=O)[O-])(C)C.[Na+] Natrium 2-Acrylamido-2-methylpropansulfonat